NNN amino(hydrazine)